C(C)OCC1=C(C=CC=C1)C=1C(=CC=CC1)S(=O)(=O)NC1=NOC(=C1F)C 2'-(ethoxymethyl)-N-(4-fluoro-5-methylisoxazol-3-yl)-(1,1'-biphenyl)-2-sulfonamide